CC1=NN(C(C2=C(C=CC=C12)NCCN1CCNCC1)=O)C1C(NC(CC1)=O)=O 3-(4-methyl-1-oxo-8-((2-(piperazin-1-yl)ethyl)amino)phthalazin-2(1H)-yl)piperidine-2,6-Dion